N,N-dimethyl-7,8-dihydro-5H-pyrano[4,3-d]pyrimidin-4-amine CN(C=1C2=C(N=CN1)CCOC2)C